tert-Butyl 7-(3-ethoxy-3-oxopropyl)-1,2,4,5-tetrahydro-3H-benzo[d]azepine-3-carboxylate C(C)OC(CCC1=CC2=C(CCN(CC2)C(=O)OC(C)(C)C)C=C1)=O